OCCN(S(=O)(=O)C1=CC(=C(C=C1)NCC#CC=1N(C2=CC=CC(=C2C1)NC1CCC(CC1)N(C)C)CC(F)(F)F)OC)CCO N,N-bis(2-hydroxyethyl)-3-methoxy-4-{[3-(4-{[(1R,4R)-4-(dimethylamino)cyclohexyl]amino}-1-(2,2,2-trifluoroethyl)-1H-indol-2-yl)prop-2-yn-1-yl]amino}benzene-1-sulfonamide